BOC-Dichloroquinoline C(=O)(OC(C)(C)C)C1=C(C(=NC2=CC=CC=C12)Cl)Cl